(S)-N'-(4-cyano-6-cyclopropyl-3-fluoro-2-isopropylphenyl-carbamoyl)-2-(2-hydroxypropan-2-yl)thiazole-5-sulfonimidamide C(#N)C1=C(C(=C(C(=C1)C1CC1)NC(=O)N=[S@@](=O)(N)C1=CN=C(S1)C(C)(C)O)C(C)C)F